(E)-4-Azidobut-2-en-1-ol N(=[N+]=[N-])C/C=C/CO